COCCNCC1=CC=2N=CNC(C2N1COCC[Si](C)(C)C)=O 6-[(2-methoxyethylamino)methyl]-5-(2-trimethylsilylethoxymethyl)-3H-pyrrolo[3,2-d]pyrimidin-4-one